C1(CCCCC1)OCOC1=C(C(=CC(=C1)CCCCC)OCOC1CCCCC1)C1CCCC(=C1)C 2',6'-bis((cyclohexyloxy)methoxy)-5-methyl-4'-pentyl-1,2,3,4-tetrahydro-1,1'-biphenyl